FCC(O)C=1OC(=NN1)C1=C(C=CC=C1)NC1=CC=C(C=C1)C(F)(F)F 2-fluoro-1-(5-(2-((4-(trifluoromethyl)phenyl)amino)phenyl)-1,3,4-oxadiazol-2-yl)ethan-1-ol